9,9-dibutoxynonyltriphenyl-phosphonium iodide [I-].C(CCC)OC(CCCCCCCC[P+](C1=CC=CC=C1)(C1=CC=CC=C1)C1=CC=CC=C1)OCCCC